ClC1=CC=C(C(=N1)OCO)N[C@H](C)C1=C2N=C(C(=NC2=CC(=C1)C)C#N)N1CC2(C1)OCCC2 (R)-5-(1-((6-chloro-2-(hydroxymethoxy)pyridin-3-yl)amino)ethyl)-7-methyl-3-(5-oxa-2-azaspiro[3.4]octan-2-yl)quinoxaline-2-carbonitrile